di-rhodium (II) tetrakis(triphenylacetate) C1(=CC=CC=C1)C(C(=O)[O-])(C1=CC=CC=C1)C1=CC=CC=C1.C1(=CC=CC=C1)C(C(=O)[O-])(C1=CC=CC=C1)C1=CC=CC=C1.C1(=CC=CC=C1)C(C(=O)[O-])(C1=CC=CC=C1)C1=CC=CC=C1.C1(=CC=CC=C1)C(C(=O)[O-])(C1=CC=CC=C1)C1=CC=CC=C1.[Rh+2].[Rh+2]